racemic-1-(1H-indazol-7-yl)-3-(isoquinolin-4-yl)-2-oxoimidazolidine-4-carbonitrile N1N=CC2=CC=CC(=C12)N1C(N([C@H](C1)C#N)C1=CN=CC2=CC=CC=C12)=O |r|